3-chloro-6-[(1S,2R)-2-(difluoromethyl)cyclopropyl]-2-[(2,6-difluorophenyl)methyl]pyrazolo[3,4-d]pyridazin-7-one ClC=1N(N=C2C(N(N=CC21)[C@@H]2[C@@H](C2)C(F)F)=O)CC2=C(C=CC=C2F)F